C(C)(=O)O[C@]1([C@@H](CC(CC1)(C)C)CC)CCC1OCCO1 |r| (1SR,2RS)-1-(2-(1,3-dioxolan-2-yl) ethyl)-2-ethyl-4,4-dimethylcyclohexyl acetate